C(=O)(O)C1=C(C=C(C=C(C(=O)OCC(C)C)C#N)C=C1)O isobutyl 4-carboxy-3-hydroxy-α-cyanocinnamate